2,3-epoxy-γ-butyrolactone C1(C2C(CO1)O2)=O